tert-butyl 4-[1-(4-amino-3-hydroxybut-1-yn-1-yl)cyclopropyl]piperazine-1-carboxylate NCC(C#CC1(CC1)N1CCN(CC1)C(=O)OC(C)(C)C)O